(R)-5-(3-(6-(2-(pyridin-2-yl)acetamido)pyridazin-3-yl)pyrrolidin-1-yl)-N-(pyridin-2-ylmethyl)-1,3,4-thiadiazole-2-carboxamide N1=C(C=CC=C1)CC(=O)NC1=CC=C(N=N1)[C@H]1CN(CC1)C1=NN=C(S1)C(=O)NCC1=NC=CC=C1